N1=CC=C(C=C1)NC1=CC=C2C(N(C3(C2=C1)CC3)C3=CC(=CC=C3)NC3=CC=NC=C3)=O 6'-(pyridin-4-ylamino)-2'-(3-(pyridin-4-ylamino)phenyl)spiro[cyclopropane-1,1'-isoindolin]-3'-one